tert-butyl 3-(4-((6-amino-4-methylpyridin-2-yl)amino)butyl)piperidine-1-carboxylate NC1=CC(=CC(=N1)NCCCCC1CN(CCC1)C(=O)OC(C)(C)C)C